C(C)(C)(C)OC(=O)N[C@H]1C(C[C@H](C1)C(=O)OCC1=CC=CC=C1)(F)F benzyl (1S,4R)-4-((tert-Butoxycarbonyl) amino)-3,3-difluorocyclopentane-1-carboxylate